CCO[Si](CCCOCC1CO1)(OCC)OCC 3-(glycidyloxypropyl)triethoxysilane